2,6-di-tert-butyl-p-phenylphenol CC(C)(C)C1=CC(=CC(=C1O)C(C)(C)C)C2=CC=CC=C2